NCCOC1=C(C=CC(=C1)N)[N+](=O)[O-] aminoethyloxy-4-aminonitrobenzene